O1C(=CC=C1)C=C(C#N)C#N 2-(furan-2-ylmethylene)malononitrile